ClC=1C=CC(=C(C1)C1=C2C(=NC(=C1)C)C(=CS2)C(=O)OC)OCCN2C(=NC=1CCC(CC1C2=O)NCC2=CC(=NC=C2)OC)C methyl 7-(5-chloro-2-(2-(6-(((2-methoxypyridin-4-yl)methyl)amino)-2-methyl-4-oxo-5,6,7,8-tetrahydroquinazolin-3(4H)-yl)ethoxy)phenyl)-5-methylthieno[3,2-b]pyridine-3-carboxylate